C([C@@H]([C@H](C(=O)CO)O)O)O The molecule is a xylulose. It has a role as a human metabolite, an Escherichia coli metabolite and a mouse metabolite. It is an enantiomer of a D-xylulose.